nickel-silicon alloyl-silicon C(C=C)(=O)[Si].[Si].[Ni]